(E)-3-bromo-5-((1-hydroxy-2-methylprop-ylimino)methyl)phenyl nicotinate C(C1=CN=CC=C1)(=O)OC1=CC(=CC(=C1)/C=N/C(C(C)C)O)Br